2-amino-N-(3-(2,6-difluorobenzoyl)-4,5,7,8-tetrahydrothieno[2,3-d]oxepin-2-yl)acetamide NCC(=O)NC1=C(C2=C(CCOCC2)S1)C(C1=C(C=CC=C1F)F)=O